NC=1NC(C(N1)=O)=C1C2=C(C(NCC1)=O)NC=C2 4-(2-amino-4-oxo-2-imidazolin-5-ylidene)-4,5,6,7-tetrahydropyrrolo(2,3-c)azepine-8-one